O1C=NC2=C1C=CC(=C2)C=2C=C(C=CC2)NC(C=C)=O N-[3-(1,3-benzoxazol-5-yl)phenyl]prop-2-enamide